5-(2-(4-(3-hydroxy-4-(3-(thiazol-2-ylethynyl)phenyl)butyl)-2-oxo-1,3,4-thiadiazin-3-yl)ethyl)thiophene-2-carboxylic acid OC(CCN1N(C(SC=C1)=O)CCC1=CC=C(S1)C(=O)O)CC1=CC(=CC=C1)C#CC=1SC=CN1